4-Bromo-3-(1-ethyl-3-(trifluoromethyl)-1H-pyrazol-4-yl)-N-methylbenzamide BrC1=C(C=C(C(=O)NC)C=C1)C=1C(=NN(C1)CC)C(F)(F)F